C(#C)C1(CC2CC(CC2C1)C1=NN(C=C1C(=O)N)C)O 3-(5-ethynyl-5-hydroxyoctahydropentalen-2-yl)-1-methyl-1H-pyrazole-4-carboxamide